(2,3-Dihydro-4H-benzo[b][1,4]oxazin-4-yl)(5-(4-fluorophenyl)pyridin-3-yl)-methanone O1C2=C(N(CC1)C(=O)C=1C=NC=C(C1)C1=CC=C(C=C1)F)C=CC=C2